COC(=O)N1C[C@@H](OC[C@@H]1C)C1=CC(=NC=2N1N=C(C2)[C@@H]2CC[C@H](CC2)C(F)(F)F)C (2R,5S)-5-methyl-2-{5-methyl-2-[trans-4-(trifluoromethyl)cyclohexyl]pyrazolo[1,5-a]pyrimidin-7-yl}morpholine-4-carboxylic acid methyl ester